Cl.BrC1=C(C=C(C=C1)NC(CC1=C(C=CC=C1)Cl)=O)S(N=CN(C)C)(=O)=O.[K] Potassium N-(4-bromo-3-{[(dimethylamino)methylene]sulfamoyl}phenyl)-2-(2-chlorophenyl)acetamide hydrochloride